ClC1=C(C(=C2C(=NN(C2=C1)C1OCCCC1)I)F)C 6-chloro-4-fluoro-3-iodo-5-methyl-1-tetrahydropyran-2-yl-indazole